N-(5-nitro-4-phenylthiazol-2-yl)acetamide (hydroxymethyl)tetrahydrofuran-3-yl-methyl-sulfite OCCS(=O)(O)(O)C1COCC1.[N+](=O)([O-])C1=C(N=C(S1)NC(C)=O)C1=CC=CC=C1